[Fe].[Si].[La] lanthanum-silicon-iron